Cl.C1(CCCC1)CCN cyclopentylethylamine hydrochloride